2-acetamido-4-amino-2,4-dideoxy-D-fucose C(C)(=O)N[C@@H](C=O)[C@@H](O)[C@H]([C@H](O)C)N